BrC1=C(C=CC=C1)N1CCN(CC1)C(C)=O (4-(2-bromophenyl)piperazin-1-yl)ethanone